methyl 2,6-bis(4-methoxycarbonylpyridin-2-yl)pyridine-4-carboxylate COC(=O)C1=CC(=NC=C1)C1=NC(=CC(=C1)C(=O)OC)C1=NC=CC(=C1)C(=O)OC